N-(4-fluoro-3-methylphenyl)-1,2,4-trimethyl-5-(2-((4-methyl-1-(pyrazolo[1,5-a]pyrimidine-3-carbonyl)piperidin-4-yl)amino)-2-oxoacetyl)-1H-pyrrole-3-carboxamide FC1=C(C=C(C=C1)NC(=O)C1=C(N(C(=C1C)C(C(=O)NC1(CCN(CC1)C(=O)C=1C=NN2C1N=CC=C2)C)=O)C)C)C